N1C(=CC=2C1=NC=CC2)C2=CC(=NC=C2)CNC=2C=CC(=C(C2)NC(CC2CCCCC2)=O)F N-(5-(((4-(1H-Pyrrolo[2,3-b]pyridin-2-yl)pyridin-2-yl)methyl)amino)-2-fluorophenyl)-2-cyclohexylacetamide